C(C1=CC=CC=C1)N1C=NC2=C1C=CC=N2 N-benzyl-imidazopyridine